C(C)(=O)N1[C@H](CCC2=CC(=CC=C12)C1=CC=C(CCNC(=O)C2=CC=3N=C(N=C(C3S2)N2CCOCC2)C=2C=NC(=NC2)N)C=C1)C (S)-N-(4-(1-Acetyl-2-methyl-1,2,3,4-tetrahydroquinolin-6-yl)phenethyl)-2-(2-aminopyrimidin-5-yl)-4-morpholinothieno[3,2-d]pyrimidine-6-carboxamide